N1C(=CC=2C=NC=CC21)CNC(CN2C(=NC=C(C2=O)NC(=O)C=2N=C(SC2)C2=CC=CC=C2)C)=O N-(1-(2-(((1H-pyrrolo[3,2-c]pyridine-2-yl)methyl)amino)-2-oxoethyl)-2-methyl-6-oxo-1,6-dihydropyrimidin-5-yl)-2-phenylthiazole-4-carboxamide